allyl propane-2-enesulfonate C(C=C)S(=O)(=O)OCC=C